C(CC)C(COC(CCCCCCC)=O)CCCCC 2-PROPYLHEPTYLOCTANOATE